FC1=C(C=CC=C1)NS(=O)(=O)C1=CC=C(C(=O)NC=2C=C(C=CC2)C)C=C1 4-(N-(2-fluorophenyl)sulfamoyl)-N-(m-tolyl)benzamide